[2-(trifluoromethyl)phenyl]methylamine FC(C1=C(C=CC=C1)CN)(F)F